(2-amino-4-chlorophenyl){4-[2-(3-piperidyl)-3H-1,3,4-triazainden-7-yl]-1-piperidyl}methanone NC1=C(C=CC(=C1)Cl)C(=O)N1CCC(CC1)C=1C=CN=C2NC(=NC12)C1CNCCC1